C(CCCC)OC(C1=C(C(=C(C(=C1N)CCCCC)N)CCCCC)N)=O tripentyl-2,4,6-triaminobenzoic acid